3-(sec-butyl)-4-(1-methyl-2-oxo-1,2-dihydropyridine-4-carbonyl)-1,3,4,5-tetrahydro-2H-benzo[1,4]diazepin-2-one C(C)(CC)C1C(NC2=C(CN1C(=O)C1=CC(N(C=C1)C)=O)C=CC=C2)=O